2-(4-Biphenylyl)-5-(4-t-butylphenyl)-1,3,4-oxadiazole C1(=CC=C(C=C1)C=1OC(=NN1)C1=CC=C(C=C1)C(C)(C)C)C1=CC=CC=C1